4-(4-Acryloylpiperazin-1-yl)-7-(2-amino-7-fluorobenzo[d]thiazol-4-yl)-6-chloro-2-(dimethylamino)-8-Fluoroquinoline-3-carbonitrile C(C=C)(=O)N1CCN(CC1)C1=C(C(=NC2=C(C(=C(C=C12)Cl)C1=CC=C(C2=C1N=C(S2)N)F)F)N(C)C)C#N